COC(C=CC1=CC=C(C=C1)OCCCCCCO)=O 4-(6-Hydroxyhexyloxy)cinnamic acid methyl ester